ClC=1C(=NC(=C(C1N)Cl)F)F 3,5-dichloro-2,6-difluoro-4-aminopyridine